(S)-7-(3-(2-(5H-Pyrrolo[2,3-b]pyrazin-7-yl-2-d)thiazol-4-yl)phenyl)-6,7-dihydro-5H-pyrrolo[1,2-a]imidazol-7-ol N1=C2C(=NC=C1[2H])NC=C2C=2SC=C(N2)C=2C=C(C=CC2)[C@]2(CCN1C2=NC=C1)O